2-methacrylamido-2-methylpropanesulfonic acid, potassium salt [K+].C(C(=C)C)(=O)NC(CS(=O)(=O)[O-])(C)C